OCCNCCCCCCCC(=O)OCCCCCCC#C oct-7-yn-1-yl 8-((2-hydroxyethyl)amino)octanoate